2-[[6-(1,3-benzothiazol-2-ylamino)-5-methyl-pyridazin-3-yl]-[5-(dimethylamino)-4-hydroxy-pentyl]amino]thiazole-4-carboxylic acid S1C(=NC2=C1C=CC=C2)NC2=C(C=C(N=N2)N(C=2SC=C(N2)C(=O)O)CCCC(CN(C)C)O)C